C(C1=CC=CC=C1)N1[C@H](C[C@H](CC1)C1=NN=CN1C)C1CC1 |r| (rac)-cis-1-benzyl-2-cyclopropyl-4-(4-methyl-4H-1,2,4-triazol-3-yl)piperidine